propan-2-yl-d7 (S)-6-diazo-2-((S)-2-(methoxy-d3)-4-(methylthio) butanamido)-5-oxohexanoate [N+](=[N-])=CC(CC[C@@H](C(=O)OC(C([2H])([2H])[2H])(C([2H])([2H])[2H])[2H])NC([C@H](CCSC)OC([2H])([2H])[2H])=O)=O